4-hydroxybutyl 2-butylacrylate C(CCC)C(C(=O)OCCCCO)=C